(R)-7-methoxy-N-(1-(4-(2-((methylamino)methyl)phenyl)thiophen-2-yl)ethyl)pyrido[3,4-d]pyridazin-1-amine COC1=CC=2C(=CN=NC2N[C@H](C)C=2SC=C(C2)C2=C(C=CC=C2)CNC)C=N1